N=[SiH2] Iminosilan